ClC1=C(C=C(C=2C=C3N(C12)CC[C@@H]3NC(C)=O)O)Cl (S)-N-(5,6-dichloro-8-hydroxy-2,3-dihydro-1H-pyrrolo[1,2-a]indol-1-yl)acetamide